FC1=CC=C(C=C1)[C@@H]1CC[C@H]2OC3(C(N21)=O)CC(C3)OC=3C=2N(N=CC3)C=CC2 (1r,3R,5'S,7a'R)-5'-(4-fluorophenyl)-3-(pyrrolo[1,2-b]pyridazin-4-yloxy)tetrahydro-3'H-spiro[cyclobutane-1,2'-pyrrolo[2,1-b]oxazol]-3'-one